CC1=CC(=C(C2=CC(=C(C=C2)N)C)C3=CC(=C(C=C3)N)C)C=CC1=N.Cl The molecule is a hydrochloride that is the monohydrochloride of 4-[(4-aminophenyl)(4-iminocyclohexa-2,5-dien-1-ylidene)methyl]-2-methylaniline. One of the minor constituents of Basic fuchsin, together with pararosanilin, rosanilin and magenta II. It has a role as a histological dye and a fluorochrome. It contains a new fuchsin(1+).